C1(=CC=CC2=CC(=CC=C12)C(=O)O)C(=O)O 1,6-naphthalenedicarboxylic acid